5-(difluoromethoxy)nicotinonitrile FC(OC=1C=NC=C(C#N)C1)F